C(C)C(C(=O)[O-])CCCC.[Sn+2].C(C)C(C(=O)[O-])CCCC tin (II) (2-ethylhexanoate)